(S)-2-((1-(6-(2,4-dioxo-1,2,3,4-tetrahydropyrimidin-5-yl)imidazo[1,2-b]pyridazin-8-yl)-4,4-difluoropyrrolidin-3-yl)oxy)isonicotinonitrile O=C1NC=C(C(N1)=O)C=1C=C(C=2N(N1)C=CN2)N2C[C@@H](C(C2)(F)F)OC=2C=C(C#N)C=CN2